1,5-dihydroxy-2,6-naphthalenedicarboxylic acid OC1=C(C=CC2=C(C(=CC=C12)C(=O)O)O)C(=O)O